C(CCCCCCC\C=C/C\C=C/CCCCC)(=O)OCC(COC(=O)OCCCN(CC)CC)COC(\C=C(\CCCCCC)/CCCCC)=O 3-(((3-(diethylamino)propoxy)carbonyl)oxy)-2-((((E)-3-pentylnon-2-enoyl)oxy)methyl)propyl (9Z,12Z)-octadeca-9,12-dienoate